1-bromo-3-chloro-2-isopropenyl-benzene BrC1=C(C(=CC=C1)Cl)C(=C)C